N-cyclopropyl-5-((2-methyl-1,2,3,4-tetrahydroisoquinolin-7-yl)amino)-7-(methylamino)pyrazolo[1,5-a]pyrimidine-3-carboxamide C1(CC1)NC(=O)C=1C=NN2C1N=C(C=C2NC)NC2=CC=C1CCN(CC1=C2)C